[Br-].C(C)[N+]1=C(C=CC=C1)C=C ethyl-2-vinylpyridinium bromide